(4-hydroxyphenyl)-[1,1'-biphenyl]-4-sulfonamide OC1=CC=C(C=C1)C1=C(C=CC(=C1)S(=O)(=O)N)C1=CC=CC=C1